3-((5-benzyl-pyrimidin-2-yl)ethynyl)-6-(1-methyl-1H-pyrazol-4-yl)pyrazolo[1,5-a]pyridine C(C1=CC=CC=C1)C=1C=NC(=NC1)C#CC=1C=NN2C1C=CC(=C2)C=2C=NN(C2)C